C(C)C(CC=C)CCCC 4-ethyl-octene